CC1=C(C=C(C(=C1C)OCCCC)CC)O 2,3-dimethyl-5-ethyl-4-butoxyphenol